N-((S)-1-(((R)-1-(4,8-dioxo-1,3,6,2-trioxaborocan-2-yl)-3-methylbutyl)amino)-1-oxo-3-phenylpropan-2-yl)pyrazine-2-carboxamide O=C1OB(OC(COC1)=O)[C@H](CC(C)C)NC([C@H](CC1=CC=CC=C1)NC(=O)C1=NC=CN=C1)=O